BrC=1N=C2C(=NC1)N(C=C2C2=CC(=C(C(=O)N(C)CC(C)(C)O)C=C2)C)S(=O)(=O)C2=CC=C(C)C=C2 4-(2-bromo-5-tosyl-5H-pyrrolo[2,3-b]pyrazin-7-yl)-N-(2-hydroxy-2-methylpropyl)-N,2-dimethylbenzamide